FC1=C(C(=O)O[C@H]2[C@@H](OC3=CC(=CC(=C3C2)O)O)C2=CC(=C(C(=C2)O)O)O)C=C(C(=C1O)O)OC (2S,3R)-5,7-dihydroxy-2-(3,4,5-trihydroxyphenyl)chroman-3-yl 2-fluoro-3,4-dihydroxy-5-methoxybenzoate